N-(3,4-difluorophenyl)-6,7,8,9-tetrahydro-5H-5,8-epiminocyclohepta[d]pyrimidine-10-carboxamide FC=1C=C(C=CC1F)NC(=O)N1C2CCC1CC=1N=CN=CC12